FC1=C(C=C(C(=C1)C(F)(F)F)C1=NN(C=N1)C)NC(=O)N1[C@H]2[C@H](CCC[C@@]1(C2)C=2OC(=NN2)C)C (1R,5S,6R)-N-(2-fluoro-5-(1-methyl-1H-1,2,4-triazol-3-yl)-4-(trifluoromethyl)phenyl)-5-methyl-1-(5-methyl-1,3,4-oxadiazol-2-yl)-7-azabicyclo[4.1.1]octane-7-carboxamide